C(C)OC(=O)C=1N=C2N(C(=NC(=C2C2=CC(=NC=C2)C)C2=CC=CC=C2)N)C1 5-amino-8-(2-methylpyridin-4-yl)-7-phenylimidazo[1,2-c]pyrimidine-2-carboxylic acid ethyl ester